[Si](C1=CC=CC=C1)(C1=CC=CC=C1)(C(C)(C)C)OC[C@@]12C[C@H](CN2C(C(C1)O)=O)F (6R,7aS)-7a-(((tert-butyldiphenylsilyl)oxy)methyl)-6-fluoro-2-hydroxyhexahydro-3H-pyrrolizin-3-one